9-(4-Chlorophenyl)-3,3,10,10-tetramethyl-2,3,4a,10-tetrahydro-1H-indeno[1,2-c]pyrazolo[1,2-a]pyrazol-1-one ClC1=CC=C(C=C1)C=1C=2C=CC=CC2C2N3N(C(C21)(C)C)C(CC3(C)C)=O